BrC1=C(N)C(=CC(=C1F)COC)Br 2,6-dibromo-3-fluoro-4-(methoxymethyl)aniline